[Br-].[Br-].[Br-].[Zr+3] Zirconium tribromide